S1C(=NC2=C1N=C(S2)C2=C(C=CC(=C2F)C=O)C2=CC(=CC=C2)C2=CC(=C(C=C2)C=O)F)C2=C(C=CC(=C2F)C=O)C2=CC(=CC=C2)C2=CC(=C(C=C2)C=O)F (thiazolo[5,4-d]thiazole-2,5-diyl)bis(3,3''-difluoro-[1,1':3',1''-terphenyl]-4,4''-dicarboxaldehyde)